N1=C(SC=2CNCCC21)NC(=O)[C@@H]2CN(CC2)C(=O)OC(C)(C)C tert-butyl (S)-3-((4,5,6,7-tetrahydrothiazolo[5,4-c]pyridin-2-yl)carbamoyl)pyrrolidine-1-carboxylate